C(=O)CCCCCCCCCOC(C(CCCCCC)CCCC)=O 2-butyloctanoic acid-9-formylnonyl ester